P-((5-(5-(chlorodifluoromethyl)-1,2,4-oxadiazol-3-yl)pyridin-2-yl)methyl)-N-isopropyl-P-methylphosphinic amide ClC(C1=NC(=NO1)C=1C=CC(=NC1)CP(NC(C)C)(=O)C)(F)F